[Si](C)(C)(C(C)(C)C)OC1=CC(=C(C=C1)\N=C(/N)\C1=C(C=2N(N=C1)C=C(C2)C=2C(=NC(=CC2)C)F)N[C@@H]2COCC2)CC (S,Z)-N'-(4-((tert-butyldimethylsilyl)oxy)-2-ethylphenyl)-6-(2-fluoro-6-methylpyridin-3-yl)-4-((tetrahydrofuran-3-yl)amino)pyrrolo[1,2-b]pyridazine-3-carboximidamide